FC1=CC=C(C=C1)N1CC2(CNC2)CC(C1)C1=C(C(N(C2=CC=CC=C12)C)=O)C#N 4-[6-(4-Fluorophenyl)-2,6-diazaspiro[3.5]non-8-yl]-1-methyl-2-oxo-1,2-dihydroquinoline-3-carbonitrile